2-{3-[(3s,5r)-3-cyclobutyl-5-methylpiperazin-1-yl]-1,2,4-triazin-6-yl}-5-(3-fluoro-1H-pyrazol-4-yl)phenol C1(CCC1)[C@H]1CN(C[C@H](N1)C)C=1N=NC(=CN1)C1=C(C=C(C=C1)C=1C(=NNC1)F)O